methylene-bis(4-ethyl-6-tert-butylphenol) C(C1=C(C(=CC(=C1)CC)C(C)(C)C)O)C1=C(C(=CC(=C1)CC)C(C)(C)C)O